7-bromo-4-[4-(5,6-difluoro-1,3-benzoxazol-2-yl)piperidin-1-yl]-1-methyl-2-oxo-1,2-dihydroquinoline-3-carbonitrile BrC1=CC=C2C(=C(C(N(C2=C1)C)=O)C#N)N1CCC(CC1)C=1OC2=C(N1)C=C(C(=C2)F)F